N[C@@H]1C=C[C@@](C1)(C(=O)N1CC=2C=C(C=NC2CC1)C(F)(F)F)CCC1CCN(CC1)C(=O)OC(C)(C)C tert-Butyl 4-(2-((1R,4S)-4-amino-1-(3-(trifluoromethyl)-5,6,7,8-tetrahydro-1,6-naphthyridine-6-carbonyl)cyclopent-2-en-1-yl)ethyl)piperidine-1-carboxylate